1-Cyclopropyl-N-[3-fluoro-4-[(6-methoxy-1,5-naphthyridin-4-yl)oxy]phenyl]-5-(4-fluorophenyl)-6-methyl-4-oxopyridine-3-carboxamide C1(CC1)N1C=C(C(C(=C1C)C1=CC=C(C=C1)F)=O)C(=O)NC1=CC(=C(C=C1)OC1=CC=NC2=CC=C(N=C12)OC)F